2-(2-chlorophenyl)-2-((1R,5S,6r)-6-((3-(5,6,7,8-tetrahydro-1,8-naphthyridin-2-yl)propyl)carbamoyl)-3-azabicyclo[3.1.0]hexan-3-yl)acetic acid ClC1=C(C=CC=C1)C(C(=O)O)N1C[C@H]2C([C@H]2C1)C(NCCCC1=NC=2NCCCC2C=C1)=O